C=CC(=O)NCC1=CC(=CC=C1)CNC(=O)C=C m-xylenebisacrylamide